2-(2-(aminooxy)acetamido)-5-guanidino-pentanamide NOCC(=O)NC(C(=O)N)CCCNC(=N)N